5-{[(3Z)-5-fluoro-2-oxo-2,3-dihydro-1H-indol-3-ylidene]Methyl}-2,4-dimethyl-1H-pyrrole-3-carboxamide FC=1C=C2/C(/C(NC2=CC1)=O)=C/C1=C(C(=C(N1)C)C(=O)N)C